(2r,4s)-2-(6-Cyclohexyl-2-azaspiro[3.4]octane-2-carbonyl)-5-azaspiro[3.4]octan-6-one C1(CCCCC1)C1CC2(CN(C2)C(=O)C2CC3(C2)NC(CC3)=O)CC1